8-[3-[2-[2-[2-(2-hydroxyethoxy)ethoxy]ethoxy]ethoxy]-2-[8-[(Z)-non-2-enoxy]-8-oxo-octoxy]propoxy]octanoate OCCOCCOCCOCCOCC(COCCCCCCCC(=O)[O-])OCCCCCCCC(=O)OC\C=C/CCCCCC